OC1=C(C(=O)C2=CC(=CC(=C2)OC)OC)C=CC(=C1)O 2,4-dihydroxy-3',5'-dimethoxybenzophenone